3-(6-amino-1-(4-amino-3-methylbenzyl)-1H-pyrazolo[3,4-d]pyrimidin-4-yl)benzonitrile NC1=NC(=C2C(=N1)N(N=C2)CC2=CC(=C(C=C2)N)C)C=2C=C(C#N)C=CC2